C(C(C)(C)C)(=O)OC1=CC(=CC2=CC=C(C(=C12)Cl)F)B1OC(C(O1)(C)C)(C)C 8-chloro-7-fluoro-3-(4,4,5,5-tetramethyl-1,3,2-dioxaborolan-2-yl)naphthalen-1-yl pivalate